N-[[1-[6-[6-(difluoromethyl)imidazo[1,2-b]pyridazin-3-yl]pyrimidin-4-yl]-4-hydroxy-4-methyl-3-piperidinyl]methyl]methanesulfonamide FC(C=1C=CC=2N(N1)C(=CN2)C2=CC(=NC=N2)N2CC(C(CC2)(C)O)CNS(=O)(=O)C)F